C(CCCCCCC\C=C/CCCC)(=O)N myristoleic acid amide